di(2-ethylhexyl)-methyl oxamate C(C(=O)N)(=O)OC(CC(CCCC)CC)CC(CCCC)CC